Cl.ClC=1C=C2CCCN(C2=C(C1)C1=NC=NN2C1=CC(=C2)CN2C(C1C(C1C2=O)(C)C)=O)C[C@@H]2CNCCO2 3-((4-(6-chloro-1-(((S)-morpholin-2-yl)methyl)-1,2,3,4-tetrahydroquinolin-8-yl)pyrrolo[2,1-f][1,2,4]triazin-6-yl)methyl)-6,6-dimethyl-3-azabicyclo[3.1.0]hexane-2,4-dione hydrochloride